5-(3-((3-((4-(4-amino-3-(4-phenoxyphenyl)-1H-pyrazolo(3,4-d)pyrimidin-1-yl)piperidin-1-yl)methyl)pyrrolidin-1-yl)methyl)azetidin-1-yl)-2-(2,6-dioxopiperidin-3-yl)isoindoline-1,3-dione NC1=C2C(=NC=N1)N(N=C2C2=CC=C(C=C2)OC2=CC=CC=C2)C2CCN(CC2)CC2CN(CC2)CC2CN(C2)C=2C=C1C(N(C(C1=CC2)=O)C2C(NC(CC2)=O)=O)=O